1,2-Dipalmitoyl-sn-glycero-3-phospho-L-serine, sodium salt [Na+].C(CCCCCCCCCCCCCCC)(=O)OC[C@@H](OC(CCCCCCCCCCCCCCC)=O)COP(=O)(O)OC[C@H](N)C(=O)[O-]